FC1(C(CCC1)OC1=CC(=CC2=C1C(N1[C@@H](CO2)C[C@H](C1)O)=O)C)F (2R,11aR)-6-((2,2-difluorocyclopentyl)oxy)-2-hydroxy-8-methyl-2,3,11,11a-tetrahydro-1H,5H-benzo[f]pyrrolo[2,1-c][1,4]oxazepine-5-one